N-((5-fluoro-2,3-dihydrobenzofuran-4-yl)methyl)-1-iodoimidazo[1,5-c]pyrimidine-5-amine FC=1C=CC2=C(CCO2)C1CNC1=NC=CC=2N1C=NC2I